CC1=CNC2=NC=C(C=C21)C=2C=C1CCN(CC1=C(C2)[C@H]2NCCC2)C2=CC=NC=C2 (S)-6-(3-methyl-1H-pyrrolo[2,3-b]pyridin-5-yl)-2-(Pyridin-4-yl)-8-(pyrrolidin-2-yl)-1,2,3,4-tetrahydroisoquinoline